C(C1=CC=CC=C1)OC=1C=CC(=C(COC(C(=O)OC)(C)C2=CC=CC=C2)C1)Br methyl 2-((5-(benzyloxy)-2-bromobenzyl) oxy)-2-phenylpropanoate